(R)-1-(2-((1-(2,2-difluoroethyl)-5-methyl-1H-pyrazol-4-yl)sulfonyl)-2,6-dihydropyrrolo[3,4-c]pyrazol-5(4H)-yl)-2-(2-fluorophenyl)-3-hydroxypropan-1-one FC(CN1N=CC(=C1C)S(=O)(=O)N1N=C2C(=C1)CN(C2)C([C@@H](CO)C2=C(C=CC=C2)F)=O)F